FC=1C=C(C=C(C1C)NC(=O)C=1C=NN2C1C=C(C=C2)F)C2=NOC(=N2)C2CN(C2)C(=O)OC methyl 3-(3-(3-fluoro-5-(5-fluoropyrazolo[1,5-a]pyridine-3-carboxamido)-4-methylphenyl)-1,2,4-oxadiazol-5-yl)azetidine-1-carboxylate